L-2-aminocaprylic acid N[C@H](C(=O)O)CCCCCC